BrC=1C=CC(=NC1)CNC(=O)C1NCCN(C1)C=1C=2C(N=CN1)=NN(C2)C2=CC(=C(C=C2)C)F N-((5-bromopyridin-2-yl)methyl)-4-(2-(3-fluoro-4-methylphenyl)-2H-pyrazolo[3,4-d]pyrimidin-4-yl)piperazine-2-carboxamide